C1N(CC12CCNCC2)C2=NOC(=C2)[C@@H](C(=O)N2[C@@H](C[C@H](C2)O)C(=O)N[C@@H](C)C2=CC=C(C=C2)C=2N(N=CC2)C)C(C)C (2S,4R)-1-[(2S)-2-[3-(2,7-diazaspiro[3.5]nonan-2-yl)isoxazol-5-yl]-3-methyl-butanoyl]-4-hydroxy-N-[(1S)-1-[4-(2-methylpyrazol-3-yl)phenyl]ethyl]pyrrolidine-2-carboxamide